ClC=1C=C(C=CC1)C1=CC2=C(C(C(O2)(C)C)NC(O[C@@H]2CN3CCC2CC3)=O)C=C1 (S)-quinuclidin-3-yl (6-(3-chlorophenyl)-2,2-dimethyl-2,3-dihydrobenzofuran-3-yl)carbamate